2,6-Dimethyl-3-(phenylsulfanyl)quinoline-4-carboxylic acid CC1=NC2=CC=C(C=C2C(=C1SC1=CC=CC=C1)C(=O)O)C